dimethylene-dipropionate C(CCCCCCC(=O)[O-])(=O)[O-]